FC1=CC(=C(C(=O)OC)C=C1F)C=O Methyl 4,5-difluoro-2-formylbenzoate